dipropylene glycol trimethylenediacrylate ethyl-6-isopropyl-9-(3-methoxypropoxy)-2-oxo-10-(4,4,4-trifluorobutanoyl)-6,7-dihydro-2H-pyrido[2,1-a]isoquinoline-3-carboxylate C(C)C=1C(C(=CN2C1C1=CC(=C(C=C1CC2C(C)C)OCCCOC)C(CCC(F)(F)F)=O)C(=O)O)=O.C(C=CCCCC=CC(=O)O)(=O)O.CC(COC(C)CO)O